(R)-2-(2-(phenylmethyloxy)pyridin-4-yl)propan-1-ol tert-butyl-((2-cyclopropyl-5-(2-fluoro-3-nitrophenyl)-2H-1,2,3-triazol-4-yl)methyl)(methyl)carbamate C(C)(C)(C)CN(C(=O)OC[C@H](C)C1=CC(=NC=C1)OCC1=CC=CC=C1)CC1=NN(N=C1C1=C(C(=CC=C1)[N+](=O)[O-])F)C1CC1